N[C@@H]1[C@@H](OCC12CCN(CC2)C=2N=CC(=NC2)SC2=CC=NC1=C2OCC2N1C(N(C2)CC2(CC2)O)=O)C 4-((5-((3S,4S)-4-amino-3-methyl-2-oxa-8-azaspiro[4.5]decan-8-yl)pyrazin-2-yl)thio)-8-((1-hydroxycyclopropyl)methyl)-6,6a,7,8-tetrahydro-9H-imidazo[1,5-d]pyrido[3,2-b][1,4]oxazin-9-one